1'-{1-[2-(piperidin-1-yl)ethyl]-1H-1,2,3-triazole-4-carbonyl}spiro[indene-1,4'-piperidine] N1(CCCCC1)CCN1N=NC(=C1)C(=O)N1CCC2(CC1)C=CC1=CC=CC=C12